8-Oxa-2-aza-spiro[4.5]decane-2-carboxylic acid [7-(2-fluorophenyl)-4-methoxy-thiazolo[4,5-c]pyridin-2-yl]-amide FC1=C(C=CC=C1)C=1C2=C(C(=NC1)OC)N=C(S2)NC(=O)N2CC1(CC2)CCOCC1